FC=1C=C2C=C(C=NC2=CC1F)NC1=NC(=NC=C1)NC=1C(=NC(=CC1)N1CCN(CC1)C)OC 4-(6,7-difluoro-3-quinolylamino)-2-[2-methoxy-6-(4-methyl-1-piperazinyl)-3-pyridylamino]pyrimidine